N1=NC(=CC=C1)C1=CC=C(C=C1)NC1=CC(=CC=C1)C=1NC2=C(C=NC(=C2)C(F)(F)F)N1 N-[4-(pyridazin-3-yl)phenyl]-3-[6-(trifluoromethyl)-1H-imidazolo[4,5-c]pyridin-2-yl]aniline